methyl 3,3-difluoro-2-oxocycloheptane-1-carboxylate FC1(C(C(CCCC1)C(=O)OC)=O)F